N1=C(C=CC=C1C1=C(C=CC=C1)C=1C(=C(C=C(C1)C(C)(C)C)C(C)(C)C)[O-])C1=NC(=CC=C1)C1=C(C=CC=C1)C=1C(=C(C=C(C1)C(C)(C)C)C(C)(C)C)[O-].Cl[Zr+2]Cl dichlorozirconium [2',2'''-([2,2'-bipyridine]-6,6'-diyl)bis(3,5-di-tert-butyl-[1,1'-biphenyl]-2-olate)]